N-{[(2R)-pyrrolidin-2-yl]methyl}-1-[3-(trifluoromethoxy)phenyl]cyclobutan-1-amine N1[C@H](CCC1)CNC1(CCC1)C1=CC(=CC=C1)OC(F)(F)F